diisobutyl 2-(1-trifluoromethyl-ethyl)-2-methylsuccinate FC(C(C)C(C(=O)OCC(C)C)(CC(=O)OCC(C)C)C)(F)F